C(C)(C)(C)OC(=O)N(CCCCCCS(=O)(=O)OC(C1CCC1)C1=C(C(=CC(=C1)F)Br)N)C (2-amino-3-bromo-5-fluorophenyl)(cyclobutyl)methanol 5-((tert-butoxycarbonyl)(methyl)amino)pentyl-methanesulfonate